(5R,6R)-3-(6-bromo-1H-indol-3-yl)-5,6-diphenyl-5,6-dihydropyrazine BrC1=CC=C2C(=CNC2=C1)C=1C=N[C@@H]([C@H](N1)C1=CC=CC=C1)C1=CC=CC=C1